[(1R)-2-hydroxy-1-(4-pyrimidin-2-ylphenyl)ethyl]pyrrolidine-2-carboxamide OC[C@@H](C1=CC=C(C=C1)C1=NC=CC=N1)N1C(CCC1)C(=O)N